2-(2-methylcyclohexyl)-2-(3,3-difluorobutyl)-1,3-dimethoxypropane CC1C(CCCC1)C(COC)(COC)CCC(C)(F)F